tert-butyl 6-chloro-3,3-dimethyl-2,3-dihydro-1H-pyrrolo[3,2-b]pyridine-1-carboxylate ClC=1C=C2C(=NC1)C(CN2C(=O)OC(C)(C)C)(C)C